2-(2-ethoxy-2-oxo-ethylamino)-2-oxo-ethylammonium chloride [Cl-].C(C)OC(CNC(C[NH3+])=O)=O